tert-butyl (R)-3-((S)-3-methyl-4-(5-(trifluoromethyl)pyrimidin-2-yl)piperazine-1-carbonyl)pyrrolidine-1-carboxylate C[C@H]1CN(CCN1C1=NC=C(C=N1)C(F)(F)F)C(=O)[C@H]1CN(CC1)C(=O)OC(C)(C)C